C(=O)[O-].OC(C[N+](C)(C)C)C (2-hydroxypropyl)trimethylammonium formate